C(C)SC(CC(=O)O)C 3-(ETHYLSULFANYL)BUTANOIC ACID